diethyl-silyl-bis-indenyl zirconium dichloride [Cl-].[Cl-].C(C)C1=C(C(C2=CC=CC=C12)[Zr+2](C1C=CC2=CC=CC=C12)[SiH3])CC